1-iodo-1-propyne IC#CC